2-((2S)-1-(2-fluoroacryloyl)-4-(1-methyl-2'-(((S)-1-methylpyrrolidin-2-yl)methoxy)-5',8'-dihydro-6'H-spiro[indoline-3,7'-quinazolin]-4'-yl)piperazin-2-yl)acetonitrile FC(C(=O)N1[C@H](CN(CC1)C1=NC(=NC=2CC3(CCC12)CN(C1=CC=CC=C13)C)OC[C@H]1N(CCC1)C)CC#N)=C